(±)-trans-N-(8-amino-6-(2-methyl-2H-pyrazolo[3,4-c]pyridin-4-yl)isoquinolin-3-yl)-2-cyanocyclopropane-1-carboxamide NC=1C=C(C=C2C=C(N=CC12)NC(=O)[C@H]1[C@@H](C1)C#N)C=1C=2C(C=NC1)=NN(C2)C |r|